FC=1C=CC(=NC1)NC(CN1C=2N(C3=C(C1=O)C=CC=N3)N=C(C2)C2=CC=CC=C2)=O N-(5-Fluoropyridin-2-yl)-2-(5-oxo-2-phenylpyrazolo[1,5-a]pyrido[3,2-e]pyrimidin-4(5H)-yl)acetamide